BrC=1C=C(C(=NC1O[C@@H]1CC[C@@H](CC1)C(C)C)C)N=CN(C)CC N'-{5-Bromo-6-[(cis-4-isopropylcyclohexyl)oxy]-2-methylpyridin-3-yl}-N-ethyl-N-methylimidoformamid